Br.BrCC(=O)C1=CC=NC=C1 2-bromo-1-(pyridin-4-yl)ethanone hydrobromide